tert-butyl 2-methyl-5-oxopiperazine-1-carboxylate CC1N(CC(NC1)=O)C(=O)OC(C)(C)C